C(C)(C)(C)OC(=O)NC(CCC)N N-t-butoxycarbonyl-butanediamine